CN(C=1C=C(C=CC1)C1=CN=C2N1N=C(C=C2)NCC2CCN(CC2)C)C 3-(3-(dimethylamino)phenyl)-N-((1-methylpiperidin-4-yl)methyl)imidazo[1,2-b]Pyridazin-6-amine